[N+](=O)([O-])C1=C(CCNC2=C(C=CC=C2)N2CCNCC2)C=CC=C1 4-(2-((2-nitrophenethyl)amino)phenyl)piperazine